(Z)-6-formylmethyl-10-methylundeca-5,9-dien-2-yl acetate C(C)(=O)OC(C)CC\C=C(\CCC=C(C)C)/CC=O